(S)-(4-(5-chloro-2-ethoxyphenethyl)morpholin-2-yl)methanamine disuccinate C(CCC(=O)O)(=O)O.C(CCC(=O)O)(=O)O.ClC=1C=CC(=C(CCN2C[C@@H](OCC2)CN)C1)OCC